C(CCCCCCCCCCCCCCCCC)C1CC(CCC1)C 1-octadecyl-3-methylcyclohexane